ClCC1=C(C2=CC=CC=C2C=C1)OC 2-(chloromethyl)-1-methoxynaphthalene